NC1=C2N=CN(C2=NC(=N1)C#CCCCC)C1SCC(C1O)O 2-(6-amino-2-(hex-1-yn-1-yl)-9H-purin-9-yl)tetrahydrothiophene-3,4-diol